4-(benzyloxy)-3-(methylsulfonyloxy)benzoic acid C(C1=CC=CC=C1)OC1=C(C=C(C(=O)O)C=C1)OS(=O)(=O)C